OC(CN(CCCC(=O)OCCN1CCN(CC1)CCSSCCCCN(CC(CCCCC(=O)OCCC(C)C)O)CC(CCCCC(=O)OCCC(C)C)O)CC(CCCCC(OC(C)C)=O)O)CCCCC(=O)OC(C)C Diisopentyl 7,7'-((4-((2-(4-(2-((4-(bis(2-hydroxy-7-isopropoxy-7-oxoheptyl)amino)-butanoyl)oxy)ethyl)piperazin-1-yl)ethyl)disulfaneyl)butyl)azanediyl)bis(6-hydroxyheptanoate)